Indolo[3,2-b]quinoline C1=C2C=C3C(NC2=CC=C1)=C1C=CC=CC1=N3